C(C)(C)(C)OC(=O)N(C=1SC(=C(N1)C(=O)OCC)CC(CO)O)C ethyl 2-{[(tert-butoxy)carbonyl](methyl)amino}-5-(2,3-dihydroxypropyl)-1,3-thiazole-4-carboxylate